BrC1=CC(=C(C=C1F)NS(=O)(=O)C=1C=NN2C1N=CC(=C2)Cl)F 6-Chloropyrazolo[1,5-a]pyrimidine-3-sulfonic acid (4-bromo-2,5-difluorophenyl) amide